trimethoxyammonium bromide 12-dodecylphosphonate CCCCCCCCCCCCP([O-])([O-])=O.[Br-].CO[NH+](OC)OC.CO[NH+](OC)OC.CO[NH+](OC)OC